BrC=1N(C=C(N1)C(F)(F)F)C1CCOCC1 2-bromo-1-(tetrahydro-2H-pyran-4-yl)-4-(trifluoromethyl)-1H-imidazole